C(C)(C)(C)OC(=O)N(C(OC(C)(C)C)=O)C1=NOC(C1)(C(F)(F)F)C1=CC(=CC(=C1)Cl)Cl tert-butyl N-tert-butoxycarbonyl-N-[5-(3,5-dichlorophenyl)-5-(trifluoro-methyl)-4H-isoxazol-3-yl]carbamate